CN1N=C(C=C1C)NC1=NC=C(C(=N1)C1=CNC2=C(C=CC=C12)N1C(C2=CC=CC(=C2C1)C1=C(C=CC=C1)O)=O)C 2-(3-(2-((1,5-dimethyl-1H-pyrazol-3-yl)amino)-5-methylpyrimidin-4-yl)-1H-indol-7-yl)-4-(2-hydroxyphenyl)isoindolin-1-one